C(C)(C)(C)OC(N(CC=1OC=CC1)C1=C2C(=NC(=C1)Cl)C(=CN2C(F)F)Br)=O (3-Bromo-5-chloro-1-(difluoromethyl)-1H-pyrrolo[3,2-b]pyridin-7-yl)(furan-2-ylmethyl)carbamic acid tert-butyl ester